7-chloro-6-cyclopropyl-2-[2-ethylsulfonyl-4-(4-fluorophenyl)phenyl]imidazo[1,2-c]pyrimidin-5-one ClC1=CC=2N(C(N1C1CC1)=O)C=C(N2)C2=C(C=C(C=C2)C2=CC=C(C=C2)F)S(=O)(=O)CC